(S)-ethyl 2-(1-(tert-butoxycarbonyl)pyrrolidin-2-yl)-4-(4-((4-(trifluoromethyl)pyridin-2-yl)carbamoyl)phenyl)-1H-imidazole-5-carboxylate C(C)(C)(C)OC(=O)N1[C@@H](CCC1)C=1NC(=C(N1)C1=CC=C(C=C1)C(NC1=NC=CC(=C1)C(F)(F)F)=O)C(=O)OCC